3-(((S)-1-(2-((S)-1-(tert-butoxycarbonyl)pyrrolidin-3-yl)-3,6-dimethyl-4-oxo-3,4-dihydroquinazolin-8-yl)ethyl)amino)-6-chloropicolinic acid C(C)(C)(C)OC(=O)N1C[C@H](CC1)C1=NC2=C(C=C(C=C2C(N1C)=O)C)[C@H](C)NC=1C(=NC(=CC1)Cl)C(=O)O